(2S,4S)-1-[(2S)-3,3-dimethyl-2-[(2,2,2-trifluoroacetyl)amino]butanoyl]-4-propyl-pyrrolidine-2-carboxylic acid CC([C@@H](C(=O)N1[C@@H](C[C@@H](C1)CCC)C(=O)O)NC(C(F)(F)F)=O)(C)C